N1C=C(C2=CC=CC=C12)CCNC([C@H](CC1=CC=CC=C1)NC(=O)C=1OC2=CC=CC(=C2C(C1)=O)OC1=CC=C(C=C1)Br)=O (S)-N-(1-((2-(1H-indol-3-yl)ethyl)amino)-1-oxo-3-phenylpropane-2-yl)-5-((4-bromophenyl)oxy)-4-oxo-4H-chromen-2-carboxamide